2-(5-methyl-1H-pyrazol-1-yl)acetic acid CC1=CC=NN1CC(=O)O